(1S,3R,4S)-2-(1-((3-chlorophenyl)amino)cyclopropane-1-carbonyl)-N-((R)-1-cyano-2-((R)-2-oxopiperidin-3-yl)ethyl)-5,5-difluoro-2-azabicyclo[2.2.2]octane-3-carboxamide ClC=1C=C(C=CC1)NC1(CC1)C(=O)N1[C@@H]2CC([C@H]([C@@H]1C(=O)N[C@H](C[C@@H]1C(NCCC1)=O)C#N)CC2)(F)F